FC=1C=CC(=NC1)[C@@H](C)OC1=NN2C(C=CC(=C2)C=2N=NN(C2C)C2CCC(CC2)O)=C1C#N [(1R)-1-(5-fluoro-2-pyridyl)ethoxy]-6-[1-(4-hydroxycyclohexyl)-5-methyl-triazol-4-yl]pyrazolo[1,5-a]pyridine-3-carbonitrile